erucic acid oleate C(CCCCCCC\C=C/CCCCCCCC)(=O)O.C(CCCCCCCCCCC\C=C/CCCCCCCC)(=O)O